NC=1C=CC=2C(C3=CC=C(C=C3OC2C1)N)(C1=CC=CC=C1)C1=CC=CC=C1 3,6-diamino-9,9-diphenylxanthene